C(C)(C)(C)OC(=O)N1C(CC1)CC1=CN=C(O1)CO ((2-(hydroxymethyl)oxazol-5-yl)methyl)azetidine-1-carboxylic acid tert-butyl ester